O1CCC(CC1)CNC1=NC(=NC=C1C(F)(F)F)NC=1C(=NC=CC1)C(=O)N ((4-((tetrahydropyran-4-ylmethyl)amino)-5-trifluoromethylpyrimidin-2-yl)amino)picolinamide